C1(=CC=CC=C1)OS(=O)(=O)C1=C(C=CC=C1)N 2-aminobenzenesulfonic acid phenyl ester